C1(CCCC1)NC1(NC2=NC=C(N=C2C(N1)=O)NN)NC1=CC=C(C=C1)S(=O)(=O)C cyclopentyl-6-hydrazino-2-((4-(methylsulfonyl)phenyl)amino)pterin